BrCC=1C=CC(=C(OCC=2C=C(C=CC2)CO)C1)F (3-((5-(bromomethyl)-2-fluorophenoxy)methyl)phenyl)methanol